COC(=O)C=1C(N(C=CC1)CCCO)=O.FC1=C(C=C(C=C1)N1N=CC=C1)N1CCNCC1 1-(2-fluoro-5-pyrazol-1-yl-phenyl)piperazine methyl-1-(3-hydroxypropyl)-2-oxo-1,2-dihydropyridine-3-carboxylate